C(C)(C)(C)OC(=O)N1C[C@@H](C2(CC1)COC1=C2C=CC(=C1CO)C(=O)O)O r-(tert-butoxycarbonyl)-3'-hydroxy-7-(hydroxymethyl)-2H-spiro[benzofuran-3,4'-piperidine]-6-carboxylic acid